(3S,4R)-4-(4-(2,7-diazaspiro[3.5]non-2-yl)phenyl)-3-phenylchroman-7-ol C1N(CC12CCNCC2)C2=CC=C(C=C2)[C@H]2[C@H](COC1=CC(=CC=C21)O)C2=CC=CC=C2